FC=1C=C2N=CC=3N(C(N4[C@@H](COC(=C2C34)C1C=1C=NC(=CC1)OCCCN1CCCCC1)C)=O)C (R)-6-fluoro-2,10-dimethyl-7-(6-(3-(piperidin-1-yl)propoxy)pyridin-3-yl)-9,10-dihydro-8-oxa-2,4,10a-triazanaphtho[2,1,8-cde]azulen-1(2H)-one